4-((methylamino)Methyl)-2,3-dihydro-1H-pyrrolo[3,4-c]pyridin-1-one 11-methyldodecyl-6-{[5-(9-fluoro-1-octylnonyloxycarbonyl)pentyl](4-hydroxybutyl)amino}-2-methylhexanoate CC(CCCCCCCCCCOC(C(CCCCN(CCCCO)CCCCCC(=O)OC(CCCCCCCCF)CCCCCCCC)C)=O)C.CNCC1=NC=CC2=C1CNC2=O